2-(4-hydroxy-1-((3-(5,6,7,8-tetrahydro-1,8-naphthyridin-2-yl)propyl)carbamoyl)piperidin-4-yl)-2-(2-(methylsulfonamido)acetamido)acetic acid OC1(CCN(CC1)C(NCCCC1=NC=2NCCCC2C=C1)=O)C(C(=O)O)NC(CNS(=O)(=O)C)=O